tert-Butyl 8-(2,2'-dichloro-3'-(3-formyl-4-oxo-4H-pyrido[1,2-a]pyrimidin-8-yl)-[1,1'-biphenyl]-3-yl)-1-methyl-1,2,3,5-tetrahydro-4H-benzo[e][1,4]diazepine-4-carboxylate ClC1=C(C=CC=C1C=1C=CC2=C(N(CCN(C2)C(=O)OC(C)(C)C)C)C1)C1=C(C(=CC=C1)C1=CC=2N(C(C(=CN2)C=O)=O)C=C1)Cl